5,6-di(tert-butoxycarbonyl)bicyclo[2.2.1]-2-heptene C(C)(C)(C)OC(=O)C1C2C=CC(C1C(=O)OC(C)(C)C)C2